N(=[N+]=[N-])CC1=NN2C(CN(CCC2)C2=NC(=NC3=C(C(=C(C(=C23)OC)F)Br)F)OC[C@]23CCCN3C[C@@H](C2)F)=C1 2-(azidomethyl)-5-(7-bromo-6,8-difluoro-2-(((2R,7aS)-2-fluorotetrahydro-1H-pyrrolizin-7a(5H)-yl)methoxy)-5-methoxyquinazolin-4-yl)-5,6,7,8-tetrahydro-4H-pyrazolo[1,5-a][1,4]diazepine